(S)-9,10-difluoro-6-(((1-(6-nitropyridin-3-yl)piperidin-3-yl)(pyridin-4-yl-methyl)amino)methyl)-2,3-dihydro-7H-[1,4]oxazino[2,3,4-ij]quinolin-7-one FC=1C=C2C(C(=CN3C2=C(C1F)OCC3)CN(CC3=CC=NC=C3)[C@@H]3CN(CCC3)C=3C=NC(=CC3)[N+](=O)[O-])=O